ClC1=C(C=CC(=C1)Cl)C1=CC=C2C(=N1)SC(=N2)NC(OC(C)(C)C)=O tert-butyl (5-(2,4-dichlorophenyl)thiazolo[5,4-b]pyridin-2-yl)carbamate